BrC1=NC=CC=C1C1OCCO1 2-bromo-3-(1,3-dioxolan-2-yl)pyridine